FC1(C2CN(CC12)C1=NC(=CC(=N1)C=1C=NN(C1)C1=C(C=C(N)C=C1)N1CCC2(CC2)CC1)C)F 4-(4-(2-(6,6-difluoro-3-azabicyclo[3.1.0]hex-3-yl)-6-methylpyrimidin-4-yl)-1H-pyrazol-1-yl)-3-(6-azaspiro[2.5]oct-6-yl)aniline